3-[[5-chloro-6-[(1R,4R)-5-methyl-2,5-diazabicyclo[2.2.1]heptan-2-yl]-3-pyridyl]amino]-5-(methylamino)-6-(3-methylimidazo[4,5-c]pyridin-7-yl)pyrazine-2-carboxamide ClC=1C=C(C=NC1N1[C@H]2CN([C@@H](C1)C2)C)NC=2C(=NC(=C(N2)NC)C=2C1=C(C=NC2)N(C=N1)C)C(=O)N